BrC1=CC=C(C=C1)N1N=CC(=C1)C#N 2-(p-bromophenyl)-2H-pyrazole-4-carbonitrile